C(C1=CC=CC=C1)N1[C@H](C2=CC=C(C=C2C[C@@H]1CCCC)OC)C1=CC=C(C=C1)NC12CC3CC(CC(C1)C3)C2 (3R,5R,7R)-N-(4-((1S,3S)-2-benzyl-3-butyl-6-methoxy-1,2,3,4-tetrahydroisoquinolin-1-yl)phenyl)adamantan-1-amine